ClC1=CC=C(OC2=CC(=C(C=C2C2=CN(C3=C(N=CC=C32)OC)C)N3C(C(CC3=O)C)=O)C)C=C1 1-(4-(4-chlorophenoxy)-5-(7-methoxy-1-methyl-1H-pyrrolo[2,3-c]pyridin-3-yl)-2-methylphenyl)-3-methylpyrrolidine-2,5-dione